ClC1=C(C=C(C=C1)[C@@H]1N(OCC1)C1=CC(=NC=N1)NC=1C(=CC(=C(C1)NC(C=C)=O)N1CCC(CC1)N1C[C@H](CC1)N(C)C)OC)F N-(5-((6-((R)-3-(4-chloro-3-fluorophenyl)-isoxazolidine-2-yl)pyrimidine-4-yl)amino)-2-(4-((S)-3-(dimethylamino)pyrrolidine-1-yl)piperidine-1-yl)-4-methoxy-phenyl)acrylamide